FC(OC=1C=C(C=CC1)[C@H](CC(F)F)N[S@@](=O)C(C)(C)C)F (S)-N-((S)-1-(3-(difluoromethoxy)phenyl)-3,3-difluoropropyl)-2-methylpropane-2-sulfinamide